S-Methyl-4-(3-methoxypyrrolidin-1-yl)-4-methylpent-2-ynethioat CS=C(C#CC(C)(C)N1CC(CC1)OC)[O-]